ClC1=C(C=C2C(C(=CN(C2=N1)C(C)C)C(=O)OCC)=O)F Ethyl 7-chloro-6-fluoro-4-oxo-1-(prop-2-yl)-1,4-dihydro-1,8-naphthyridine-3-carboxylate